BrC=1C=C(C(=NC1)N)C1=CC(=CC=C1)C 5-bromo-3-(3-methylphenyl)pyridin-2-amine